S(=O)(=O)=C(C(=O)N)C sulphonylpropionamide